FC1=C(C(=CC(=C1)OC)F)[C@H]1[C@@H](C(NC1)=O)NC(=O)NC1=CC=C(C=C1)C#C |o1:10,11| (-)-1-[(3S*,4R*)-4-(2,6-Difluoro-4-methoxyphenyl)-2-oxopyrrolidin-3-yl]-3-(4-ethynylphenyl)urea